COC=1C=CC=C(C1C=1C(=CC=CC1OC)N)N racemic-6,6'-dimethoxy-[1,1'-biphenyl]-2,2'-diamine